methyl 8,8-difluoro-6-methyl-4-oxo-2-(1-((2-(trimethylsilyl)ethoxy)methyl)-1H-pyrazol-4-yl)-6,7,8,9-tetrahydro-4H-thieno[2,3-c]chromene-6-carboxylate FC1(CC=2C3=C(C(OC2C(C1)(C(=O)OC)C)=O)SC(=C3)C=3C=NN(C3)COCC[Si](C)(C)C)F